C(C(=C)C)(=O)SC1=CC=C(C=C1)SC1=CC=C(C=C1)SC(C(=C)C)=O bis(4-methacryloylthiophenyl) sulfide